Cl.NC1=C(SC2=C1C=C1C(=N2)C(CC1)O)C(=O)NCCC1=CC=C(C=C1)N1CCNCC1 3-Amino-7-hydroxy-N-(4-(piperazin-1-yl)phenethyl)-6,7-dihydro-5H-cyclopenta[b]thieno[3,2-e]pyridine-2-carboxamide hydrochloride salt